1-(2,6-bis(benzyloxy)pyridin-3-yl)-6-fluoro-3-methyl-5-(piperazin-1-yl)-1H-benzo[d]imidazol-2(3H)-one C(C1=CC=CC=C1)OC1=NC(=CC=C1N1C(N(C2=C1C=C(C(=C2)N2CCNCC2)F)C)=O)OCC2=CC=CC=C2